ClCC=1C=C(C(=O)Cl)C=CC1 3-(chloromethyl)-benzoyl chloride